4-formylcardanolide C(=O)C1C2CC[C@@H]3[C@H](CC[C@@]4(C)[C@@H]3CC[C@@H]4[C@@H]4COC(=O)C4)[C@]2(CCC1)C